C12OOCCCC(CCC1)C2 dioxabicyclo[5.3.1]undecane